NC=1C2=C(N=C(N1)[2H])C(=CC(=N2)C=2C=C(C=CC2)C#C[C@]2(C(N(CC2)C)=O)O)C2CCCC2 (R)-3-((3-(4-Amino-8-cyclopentylpyrido[3,2-d]pyrimidin-6-yl-2-d)phenyl)ethynyl)-3-hydroxy-1-methylpyrrolidin-2-on